ClC1=CC=C(OC2=C3CC(COC3=CC=C2)N)C=C1 5-(4-chlorophenoxy)chroman-3-amine